C1CCCCC(C1)O Cycloheptane-6-ol